CNC(=O)C=1OC2=C(N=C(N=C2N2CCOCC2)N/N=C/C=2C=C(C=CC2)C)N1 N-methyl-7-morpholino-5-[(2E)-2-(m-tolylmethylene)hydrazino]oxazolo[4,5-d]pyrimidine-2-carboxamide